4-(2-chloro-5-fluorophenyl)piperidine hydrochloride salt Cl.ClC1=C(C=C(C=C1)F)C1CCNCC1